(3R)-pyrrolidine-3-carbonitrile hydrochloride Cl.N1C[C@@H](CC1)C#N